CC12NNCC(N(C1=O)CC1=NC3=CC=CC=C3C=C1)C(N2C)=O 1,8-dimethyl-6-(quinolin-2-ylmethyl)-2,3-diaza-6,8-diazabicyclo[3.2.2]nonane-7,9-dione